5-[2-(cyclopropylmethylamino)-5-methylsulfonylphenyl]-3-(dimethyl-amino)-1-methylpyridin-2-one C1(CC1)CNC1=C(C=C(C=C1)S(=O)(=O)C)C=1C=C(C(N(C1)C)=O)N(C)C